FC1(CC(NCC1)C(=O)N)C1=CC=C(C=C1)F 4-fluoro-4-(4-fluorophenyl)piperidine-2-carboxamide